2-{[(1S)-1-{4-[(1S)-1-(4-propenylpiperazin-1-yl)-2-cyclopropylethyl]phenyl}ethyl]amino}-8-(propan-2-yl)pyrido[2,3-d]pyrimidin-7(8H)-one C(=CC)N1CCN(CC1)[C@@H](CC1CC1)C1=CC=C(C=C1)[C@H](C)NC=1N=CC2=C(N1)N(C(C=C2)=O)C(C)C